3-azabicyclo[3.2.1]octane-6,7-diol C12CNCC(C(C1O)O)C2